3-(1-methyl-1H-pyrazol-4-yl)hexahydro-2H-pyrazino[1,2-a]pyrazin-1(6H)-one CN1N=CC(=C1)C1NC(C2N(C1)CCNC2)=O